ethyl 2-bromo-5-chlorothiazole-4-carboxylate BrC=1SC(=C(N1)C(=O)OCC)Cl